ClC=1C(=C(C=CC1)[O-])Cl.[K+] potassium Dichlorophenolate